C1=C(C=CC2=CC=CC=C12)[C@@H](C)NC(=O)C1=CC=C(C=C1)B(O)O (R)-(4-((1-(naphthalen-2-yl)ethyl)carbamoyl)phenyl)boronic acid